CSC1=NC(=NC=C1)C1=CN=C2N1C=C(N=C2)C#N 3-(4-(Methylthio)pyrimidin-2-yl)imidazo[1,2-a]pyrazine-6-carbonitrile